O=C1NC(C2=C3C(C=CC=C13)=CC=C2)=O 1,3-dioxo-1H-benzo[de]isoquinoline